FC1=C(C(=O)N([C@H]2CNCCC2)C2=NC=CC3=C2C=C(S3)C3=CC(=CC=C3)S(=O)(=O)C)C=CC(=C1)N1N=NC=3C1=NC=CC3 2-fluoro-N-[2-(3-methylsulfonylphenyl)thieno[3,2-c]pyridin-4-yl]-N-[(3R)-3-piperidyl]-4-(triazolo[4,5-b]pyridin-3-yl)benzamide